(S)-N-methyl-7-(trifluoromethyl)isochroman-4-amine CN[C@@H]1COCC2=CC(=CC=C12)C(F)(F)F